methyl (2R)-3-(7-methyl-1H-indazol-5-yl)-2-(4-(2-oxo-1,2-dihydroquinolin-3-yl)piperidine-1-carboxamido)propanoate CC=1C=C(C=C2C=NNC12)C[C@H](C(=O)OC)NC(=O)N1CCC(CC1)C=1C(NC2=CC=CC=C2C1)=O